C1CCN2CCCC12COC1=NC2C=C(C=CC2C=C1CC#N)C1=CC=CC=2CCCCC12 ((tetrahydro-1H-pyrrolizin-7a(5H)-yl)methoxy)-7-(5,6,7,8-tetrahydronaphthalen-1-yl)-4a,8a-dihydroquinoline-3-acetonitrile